N1,N1-dimethylethane-1,2-diamine CN(CCN)C